tert-butyl 3-(triphenylmethyl)-3,8-diazabicyclo[3.2.1]octane-8-carboxylate C1(=CC=CC=C1)C(N1CC2CCC(C1)N2C(=O)OC(C)(C)C)(C2=CC=CC=C2)C2=CC=CC=C2